C(C)(C)(C)C1=C(C(=CC=C1)C(C)(C)C)[O-] 2,6-di-t-butylphenolate